N-(5-(((5'S)-5'-Methyl-3H-spiro[isobenzofuran-1,3'-pyrrolidin]-1'-yl)methyl)thiazol-2-yl)acetamide C[C@H]1CC2(CN1CC1=CN=C(S1)NC(C)=O)OCC1=CC=CC=C12